Cl.FC=1C=C(C(=N)N)C=CC1 m-fluorobenzamidine hydrochloride